CNC(=O)C=1C=CC2=C(N(C=N2)CC2=CC=C(C=C2)P(O)(O)=O)C1 4-((6-(methylcarbamoyl)-1,3-benzodiazol-1-yl)methyl)phenylphosphonic acid